C(C=C)(=O)N1C[C@@H](N(CC1)C1=NC(N2C3=C(C(=C(C=C13)Cl)C1=C(C=C(C=C1F)F)F)SC[C@@H]2CN2CCN(CC2)CC)=O)C (S)-7-((S)-4-acryloyl-2-methylpiperazin-1-yl)-9-chloro-3-((4-ethylpiperazin-1-yl)-methyl)-10-(2,4,6-trifluorophenyl)-2H-[1,4]thiazino[2,3,4-ij]quinazolin-5(3H)-one